BrC1=CC(=CC=2N1N=CC2)C=C 7-bromo-5-vinyl-pyrazolo[1,5-a]pyridine